OC(CN1N(C(CC=C1C=1C=NC(=CC1)C(F)(F)F)=O)C=1C=NSC1)(C)C N-(2-hydroxy-2-methylpropyl)-3-oxo-2-(1,2-thiazol-4-yl)-6-[6-(trifluoromethyl)pyridin-3-yl]-2,3-dihydropyridazine